C1(CCCCC1)C(C)(CC)OC(=O)COC(=O)C1C2C=CC(C1)C2 5-(2-cyclohexyl-2-butoxycarbonylmethyloxycarbonyl)-bicyclo[2.2.1]hept-2-ene